C(C)OC(C(=C)C)=O.C(C)[NH+](C)CC diethylmethylammonium ethylmethacrylate